silver-lead [Pb].[Ag]